OC1=C(CNCCNCC2=C(C=CC(=C2)CCC(=O)O)O)C=C(C=C1)CCC(=O)O N,N'-bis(2-hydroxy-5-(carboxyethyl)benzyl)ethylenediamine